C1(N=CC2=CC=CC=C12)=O isoindolon